NC1=NC(=C(C=2N1C(N(N2)CC=2OC=CN2)=O)C2=CC(=NC(=C2)C)C(=O)OC)C2=CC=CC=C2 methyl 4-(5-amino-2-(oxazol-2-ylmethyl)-3-oxo-7-phenyl-2,3-dihydro-[1,2,4]triazolo[4,3-c]pyrimidin-8-yl)-6-methylpicolinate